2-(2-amino-1,3-thiazol-4-yl)-1-(3,3-dimethyl-1,4'-bipiperidin-1'-yl)ethanone NC=1SC=C(N1)CC(=O)N1CCC(CC1)N1CC(CCC1)(C)C